(1-methyl-5-(trifluoromethyl)-1H-pyrazol-4-yl)boronic acid CN1N=CC(=C1C(F)(F)F)B(O)O